N-(1-cyanocyclopropyl)-4-(4-hydroxypiperidin-1-yl)-9H-pyrimido[4,5-b]indole-7-sulfonamide C(#N)C1(CC1)NS(=O)(=O)C1=CC=C2C3=C(NC2=C1)N=CN=C3N3CCC(CC3)O